((1S,4S,6R)-6-((5-bromopyridin-2-yl)amino)-2-azabicyclo[2.2.1]heptan-2-yl)(3-fluoro-2-(pyrimidin-2-yl)phenyl)methanone BrC=1C=CC(=NC1)N[C@@H]1C[C@@H]2CN([C@H]1C2)C(=O)C2=C(C(=CC=C2)F)C2=NC=CC=N2